[Si](C)(C)(C(C)(C)C)OCCS(=O)(=O)N 2-((tert-butyldimethylsilyl)oxy)ethane-1-sulfonamide